C(C)N1C[C@@H](CCC1)NC=1C(N(C(=NN1)C1=C(C=C(C#N)C=C1)O)C)=O 4-[6-[[(3R)-1-Ethyl-3-piperidyl]amino]-4-methyl-5-oxo-1,2,4-triazin-3-yl]-3-hydroxy-benzonitrile